(2-(5-(4-aminophenyl)-1H-imidazol-2-yl)piperidin-1-yl)-2-(methylthio)propan-1-one NC1=CC=C(C=C1)C1=CN=C(N1)C1N(CCCC1)C(C(C)SC)=O